tert-butyl (4S)-4-[3-[[6-[[2-chloro-6-[3-(2-isopropyl-3-methyl-butoxy)pyrazol-1-yl]pyridine-3-carbonyl] sulfamoyl]-2-pyridyl] amino]propyl]-2,2-dimethyl-pyrrolidine-1-carboxylate ClC1=NC(=CC=C1C(=O)NS(=O)(=O)C1=CC=CC(=N1)NCCC[C@H]1CC(N(C1)C(=O)OC(C)(C)C)(C)C)N1N=C(C=C1)OCC(C(C)C)C(C)C